(3S,4aS,6R,8aR)-6-fluoro-6-[2-(1H-1,2,3,4-tetrazol-5-yl)ethyl]-decahydroisoquinoline-3-carboxylic acid F[C@@]1(C[C@@H]2C[C@H](NC[C@@H]2CC1)C(=O)O)CCC1=NN=NN1